C(C)OC(=O)C1(CSCC1O)N1C2=NC=NC(=C2N=C1)N1CCSCC1 (±)-Ethyl-4-hydroxy-3-(6-thiomorpholino-9H-purin-9-yl)tetrahydrothiophene-3-carboxylate